NC1=NC=2C=NC(=CC2C2=C1[C@@H](OC2)C)C(=O)N([C@@H]2COCC1=NC(=CC=C12)C(F)(F)F)C (3S)-4-amino-N,3-dimethyl-N-((5S)-2-(trifluoromethyl)-5,8-dihydro-6H-pyrano[3,4-b]pyridin-5-yl)-1,3-dihydrofuro[3,4-c][1,7]naphthyridine-8-carboxamide